3-methyl-2-(nonan-2-yl)cyclopent-2-en-1-one CC1=C(C(CC1)=O)C(C)CCCCCCC